C(#C)[C@@H]1CC[C@H](CC1)C1=NN=C(N1C)COC1=CC(=CC=C1)C(F)(F)F 3-(trans-4-ethynylcyclohexyl)-4-methyl-5-{[3-(trifluoromethyl)phenoxy]methyl}-4H-1,2,4-triazole